Butanedioic acid, 1,4-dimethyl ester C(CCC(=O)OC)(=O)OC